2-((2-(Dimethylamino)ethyl)methylamino)ethanol CN(CCN(CCO)C)C